(4-bromo-6-cyclopropyl-pyrazolo[1,5-a]pyridin-3-yl)methanol BrC=1C=2N(C=C(C1)C1CC1)N=CC2CO